C(=O)(OC(C)(C)C)C1=NN=NC=C1 Boc-Triazine